N-{[(3aR,4R,6R,6aS)-6-[4-amino-5-(4-hydroxybutyl)pyrrolo[2,3-d]pyrimidin-7-yl]-2,2-dimethyl-tetrahydro-3aH-cyclopenta[d][1,3]dioxol-4-yl]methyl}carbamate NC=1C2=C(N=CN1)N(C=C2CCCCO)[C@@H]2C[C@@H]([C@@H]1[C@H]2OC(O1)(C)C)CNC([O-])=O